S1C(=NC2=C1C=CC=C2)C2=C(C=CC=C2)C=CC(C=CC2=CC(=CC=C2)Cl)=O 1-(2-(2-benzothiazolyl)phenyl)-5-(3-chlorophenyl)-1,4-pentadien-3-one